Ethyl (2S,3S)-2-hydroxy-3-beta-naphthylformamido-3-phenylpropionate O[C@H](C(=O)OCC)[C@H](C1=CC=CC=C1)NC(=O)C1=CC2=CC=CC=C2C=C1